6-(3-(Azetidin-1-yl)phenyl)-5,7-dimethyl-2-(4-(pyrrolidin-1-yl)phenyl)-2,6-dihydro-1H-pyrrolo[3,4-d]pyridazin-1-one N1(CCC1)C=1C=C(C=CC1)N1C(=C2C(N(N=CC2=C1C)C1=CC=C(C=C1)N1CCCC1)=O)C